monocyclopentadienyl-magnesium bromide C1(C=CC=C1)[Mg]Br